2-[[6-(1,3-Benzothiazol-2-ylamino)-5-methyl-pyridazin-3-yl]-(4-hydroxy-5-morpholino-pentyl)amino]-5-[3-[2-fluoro-4-[3-(methylamino)prop-1-ynyl]phenoxy]propyl]thiazole-4-carboxylic acid S1C(=NC2=C1C=CC=C2)NC2=C(C=C(N=N2)N(C=2SC(=C(N2)C(=O)O)CCCOC2=C(C=C(C=C2)C#CCNC)F)CCCC(CN2CCOCC2)O)C